n-hexyl isocaproate C(CCC(C)C)(=O)OCCCCCC